CCCCCCCCCCCCCCCCCCCCCCCC[C@H]([C@@H](CCCCCCCCCCCCCC1CC1CCCCCCCCCCCCCCC2CC2CCCCCCCCCCCCCCCCCCCC)O)C(=O)O The molecule is a C80 alpha-mycolic acid having a C54 meromycolic chain with two cis cyclopropyl functions and a saturated C26 alpha-branch. It is produced by Mycobacterium tuberculosis H37Ra. It has a role as a bacterial metabolite. It is a hydroxy fatty acid and a mycolic acid. It is a conjugate acid of a (2R)-2-[(1R)-1-hydroxy-14-{2-[14-(2-icosylcyclopropyl)tetradecyl]cyclopropyl}tetradecyl]hexacosanoate.